4-{4-[(3R)-3-methylmorpholine-4-yl]-6-[1-((R)-S-methylsulfonamidyl)cyclopropyl]pyrimidine-2-yl}-1H-pyrrolo[2,3-b]pyridine C[C@H]1N(CCOC1)C1=NC(=NC(=C1)C1(CC1)NS(=O)(=O)C)C1=C2C(=NC=C1)NC=C2